[C@H]12CN(C[C@H](CC1)N2)C=2C1=C(N=C(N2)OCC23CCCN3CCC2)C(=C(N=C1)C1=CC(=CC2=CC=CC(=C12)C#C)OC)F 4-((1R,5S)-3,8-diazabicyclo[3.2.1]octan-3-yl)-7-(8-ethynyl-3-methoxynaphthalen-1-yl)-8-fluoro-2-((hexahydro-1H-pyrrolizin-7a-yl)methoxy)pyrido[4,3-d]pyrimidine